(4-(5-((1-((1s,3s)-3-ethoxycyclobutyl)-3-(pyridin-2-yl)-1H-pyrazol-4-yl)carbamoyl)furan-2-yl)-1H-pyrazol-1-yl)methyl dihydrogen phosphate P(=O)(OCN1N=CC(=C1)C=1OC(=CC1)C(NC=1C(=NN(C1)C1CC(C1)OCC)C1=NC=CC=C1)=O)(O)O